C(C)(C)OC1=C(C=CC=C1)C(C)=O (2-isopropoxyphenyl)ethan-1-one